1-[2-(Azetidin-1-yl)-2-oxo-ethyl]-6-[3-(trifluoromethyl)phenyl]-3H-imidazo[4,5-b]pyridin-2-one N1(CCC1)C(CN1C(NC2=NC=C(C=C21)C2=CC(=CC=C2)C(F)(F)F)=O)=O